1,4-di-tert-butyl-cumyl-peroxybenzene C(C)(C)(C)C1(C(C)(C)OOC2=CC=CC=C2)CC=C(C=C1)C(C)(C)C